1,6-dimethylpentacyclo[6.5.1.13,6.02,7.09,13]-4-pentadecene CC12C3C4C=CC(C3C(C3CCCC31)C2)(C4)C